(Z)-6-(5-fluoro-2-oxoindole-3-ylidene)-2-methyl-4-phenyl-1,4,5,6-tetrahydrocyclopenta[b]pyrrole-3-carboxylic acid FC=1C=C2/C(/C(NC2=CC1)=O)=C/1\CC(C2=C1NC(=C2C(=O)O)C)C2=CC=CC=C2